C(CCCCCCC\C=C/CCCCCCCC)(=O)C1CC2CC[C@H]3[C@@H]4CC[C@H]([C@@H](CCC(=O)O)C)[C@]4(CC[C@@H]3[C@]2(CC1)C)C 3-(oleoyl)cholanic acid